C(C)N1CC(CCC1)F 1-ethyl-3-fluoropiperidin